1-[(2R,4S)-4-[4-amino-3-[2-(6-fluoro-1-methyl-1,3-benzodiazol-5-yl)ethynyl]pyrazolo[3,4-d]pyrimidin-1-yl]-2-(methoxymethyl)pyrrolidin-1-yl]prop-2-en-1-one NC1=C2C(=NC=N1)N(N=C2C#CC2=CC1=C(N(C=N1)C)C=C2F)[C@H]2C[C@@H](N(C2)C(C=C)=O)COC